1,1,2,2-tetrafluoro-2-methoxyethane FC(C(OC)(F)F)F